N1C(=NC2=C1C=CC=C2)CN2C(C(=CC=C2)NC([C@H](CC\C=C\C(=O)N)NC(OCCOC)=O)=O)=O (S,E)-2-methoxyethyl (1-((1-((1H-benzo[d]imidazol-2-yl)methyl)-2-oxo-1,2-dihydropyridin-3-yl)amino)-7-amino-1,7-dioxohept-5-en-2-yl)carbamate